C(C1=CC=CC=C1)N1CCC(CC1)\C=C/1\C(C2=CC(=C(C=C2C1)OC)OC)=O (e)-2-((1-benzylpiperidin-4-yl)methylene)-5,6-dimethoxy-2,3-dihydro-1H-inden-1-one